N-methyl-2-oxohexahydropyrimidine-5-carboxamide CNC(=O)C1CNC(NC1)=O